Cl.C(C1=CC=CC=C1)N1[C@@H](C[C@H](C1)C(F)(F)F)C(=O)O benzyl-(4R)-4-(trifluoromethyl)-L-proline, hydrochloride